C(C)(C)(C)NS(=O)(=O)C1=CC(=C(C=C1)O)C(=O)N1CC2(C3=CC(=CC=C13)NS(=O)(=O)C)CCCCC2 N-(tert-butyl)-4-hydroxy-3-(5'-(methylsulfonamido)spiro[cyclohexane-1,3'-indoline]-1'-carbonyl)benzenesulfonamide